Oxathiazolidine-3-carboxylate 2,2-dioxide O1S(N(CC1)C(=O)[O-])(=O)=O